[Br-].C(CCCCCCCCCCCCCCCCCCCCCCCC)[N+](C)(C)C pentacosanyl-trimethyl-ammonium bromide